NC=1C=2C(C(NN1)=O)=NN(C2C2=CC=C(C=C2)OC2CCCCC2)C2=CC=C(C=C2)NC(C=C)=O N-(4-(4-amino-3-(4-(cyclohexyloxy)phenyl)-7-oxo-6,7-dihydro-2H-pyrazolo[3,4-d]pyridazin-2-yl)phenyl)acrylamide